3-aminoImidazol phosphorus [P].NN1C=NC=C1